(S,6S)-6-amino-N-((1,2,3,5,6,7-hexahydro-s-indacen-4-yl)carbamoyl)-6,7-dihydro-5H-pyrazolo[5,1-b][1,3]oxazine-3-sulfonimidamide N[C@H]1CN2C(OC1)=C(C=N2)[S@@](=O)(NC(NC2=C1CCCC1=CC=1CCCC21)=O)=N